NO[C@@H](COC1=CC2=CN([N+](=C2C=C1)C)[C@@H]1CN(C[C@@H]1O[Si](C)(C)C(C)(C)C)C(=O)OC(C)(C)C)C(=O)OC(C)(C)C 5-((S)-2-(aminooxy)-3-(tert-butoxy)-3-oxopropoxy)-2-((3R,4S)-1-(tert-butoxycarbonyl)-4-((tert-butyldimethylsilyl)oxy)pyrrolidin-3-yl)-1-methyl-2H-indazol-1-ium